tert-butyl (3S)-3-[4-[1-(3-chloro-2-fluoro-phenyl)propylamino]pyrido[3,2-d]pyrimidin-6-yl]oxypyrrolidine-1-carboxylate ClC=1C(=C(C=CC1)C(CC)NC=1C2=C(N=CN1)C=CC(=N2)O[C@@H]2CN(CC2)C(=O)OC(C)(C)C)F